(±)-Tert-butyl (1-(6-(5-chloro-2-((1-(methylsulfonyl)piperidin-4-yl)amino)pyrimidin-4-yl)-8-fluoro-2-methylquinolin-4-yl)ethyl)carbamate ClC=1C(=NC(=NC1)NC1CCN(CC1)S(=O)(=O)C)C=1C=C2C(=CC(=NC2=C(C1)F)C)[C@@H](C)NC(OC(C)(C)C)=O |r|